6-[3-(dimethylamino) propyl]-2-methyl-7-oxo-9-{6-[(1-oxoheptyl) oxy] hexyl}-2,6-diaza-8-oxapentadecan-15-yl heptanoate C(CCCCCC)(=O)OCCCCCCC(OC(N(CCCN(C)C)CCCN(C)C)=O)CCCCCCOC(CCCCCC)=O